1-{1-[(2-chlorophenyl)sulfonyl]piperidin-4-yl}-3-[4-(1,1-dioxido-4-oxo-1,2,5-thiadiazolidin-2-yl)-3-fluoro-5-hydroxyphenyl]urea ClC1=C(C=CC=C1)S(=O)(=O)N1CCC(CC1)NC(=O)NC1=CC(=C(C(=C1)O)N1S(NC(C1)=O)(=O)=O)F